N-[(S)-1-(4-cyano-3-methoxyphenyl)ethyl]-8-cyclopropyl-4-(4,7-diaza-7-spiro[2.6]nonyl)-6-methyl-1,7-diaza-3-naphthamide C(#N)C1=C(C=C(C=C1)[C@H](C)NC(=O)C=1C=NC2=C(N=C(C=C2C1N1CCNC2(CC2)CC1)C)C1CC1)OC